C(C=C)N(C(=O)C1=CC2=C(C=N1)CN(C2)C2=NOC(C2)(C(F)(F)F)C2=CC(=C(C(=C2)Cl)F)Cl)C N-allyl-2-(5-(3,5-dichloro-4-fluorophenyl)-5-(trifluoromethyl)-4,5-dihydroisoxazol-3-yl)-N-methyl-2,3-dihydro-1H-pyrrolo[3,4-c]pyridine-6-carboxamide